ON=C(C1=C(C=CC=C1)C(F)(F)F)Cl N-hydroxy-2-(trifluoromethyl)benzene-1-carboimidoyl chloride